tert-butyl 4-(5-chloro-1,3-benzothiazol-2-yl)-4-methoxy-piperidine-1-carboxylate ClC=1C=CC2=C(N=C(S2)C2(CCN(CC2)C(=O)OC(C)(C)C)OC)C1